(S)-2-((4-(3-((7-(ethanesulfonamido)-2-azaspiro[3.5]nonan-2-yl)methyl)pyrrolidine-1-yl)pyrimidin-5-yl)oxy)-5-fluoro-N,N-diisopropylbenzamide C(C)S(=O)(=O)NC1CCC2(CN(C2)C[C@H]2CN(CC2)C2=NC=NC=C2OC2=C(C(=O)N(C(C)C)C(C)C)C=C(C=C2)F)CC1